(4-chlorophenyl)-5-(4-((9-isobutyl-9H-purin-6-yl)oxy)phenyl)thiazol-2-amine ClC1=CC=C(C=C1)C=1N=C(SC1C1=CC=C(C=C1)OC1=C2N=CN(C2=NC=N1)CC(C)C)N